tert-butyl hydroxide C(C)(C)(C)O